N-[4-(2-fluorophenoxy)-5-isopropyl-6-(o-tolyl)pyrimidin-2-yl]-1-methyl-pyrazole-4-sulfonamide FC1=C(OC2=NC(=NC(=C2C(C)C)C2=C(C=CC=C2)C)NS(=O)(=O)C=2C=NN(C2)C)C=CC=C1